C(C1=CC=CC=C1)OC(=O)N1[C@@H]2[C@H](C[C@H]1CC2)NC(=O)OC(C)(C)C |r| rac-(1s,2s,4r)-2-((tert-butoxycarbonyl)amino)-7-azabicyclo[2.2.1]heptane-7-carboxylic acid benzyl ester